7-iodo-[1,2,4]triazolo[1,5-a]pyridine IC1=CC=2N(C=C1)N=CN2